CN(CCN(C1=C(C=C(C=C1)NC=1N=C(C2=C(N1)N(C=C2)S(=O)(=O)C2=CC=C(C)C=C2)C2=CN(C1=CC(=CC=C21)F)C)[N+](=O)[O-])C)C N1-(2-(dimethylamino)ethyl)-N4-(4-(6-fluoro-1-methyl-1H-indol-3-yl)-7-tosyl-7H-pyrrolo[2,3-d]pyrimidin-2-yl)-N1-methyl-2-nitrobenzene-1,4-diamine